C(=O)(C=C)NC(=O)OCC Acrylurethan